2-(5-{[(1R,3s,5S)-8-Azabicyclo[3.2.1]octan-3-yl](methyl)amino}[1,3]thiazolo[5,4-d][1,3]thiazol-2-yl)-5-(4-methyl-1H-pyrazol-1-yl)pyridin-3-ol Hydrochlorid Cl.[C@H]12CC(C[C@H](CC1)N2)N(C=2SC1=C(N2)SC(=N1)C1=NC=C(C=C1O)N1N=CC(=C1)C)C